C1(=CC=CC=C1)N1CCOCC1 N-phenyl-morpholine